COC(C1CCN(CC1)C=1C=C2CN(C(C2=CC1)=O)C1C(NC(CC1)=O)=O)OC 3-(5-(4-(dimethoxymethyl)piperidin-1-yl)-1-oxoisoindolin-2-yl)piperidine-2,6-dione